(S)-N-(5-(2-(2-aminopyridin-3-yl)-5-bromo-3H-imidazo[4,5-b]pyridin-3-yl)-2,3-dihydro-1H-inden-1-yl)-1-methyl-1H-pyrazole-3-carboxamide NC1=NC=CC=C1C1=NC=2C(=NC(=CC2)Br)N1C=1C=C2CC[C@@H](C2=CC1)NC(=O)C1=NN(C=C1)C